C1(CC1)C1=NNC(=C1I)C cyclopropyl-4-iodo-5-methyl-pyrazole